C1=CC=CC=2CC(CCCC3=C(C21)C=CC=C3)C(=O)[O-] dibenzocyclononane-6-carboxylate